2-chloro-5-(1-cyanocyclopropyl)isonicotinic acid methyl ester COC(C1=CC(=NC=C1C1(CC1)C#N)Cl)=O